(R)-8-hydroxy-3,5-dimethyl-1-oxoisochromane-7-carboxylic acid OC=1C(=CC(=C2C[C@H](OC(C12)=O)C)C)C(=O)O